C1(=CC=CC=C1)[C@H](C)OC(C)(C)C=1N=C(SC1)NC(=O)C=1N(C=CC1)CC1=CC=NC=C1 (S)-N-(4-(2-(1-phenylethoxy)propan-2-yl)thiazol-2-yl)-1-(pyridin-4-ylmethyl)-1H-pyrrole-2-carboxamide